2,3,4-trimethoxyacetophenone CC(=O)C1=C(C(=C(C=C1)OC)OC)OC